ClC1=NC=CC2=C1C(=CN2COCC[Si](C)(C)C)C2=CC(=CC=C2)OCC2CCC(CC2)(F)F 4-chloro-3-{3-[(4,4-difluorocyclohexyl)methoxy]phenyl}-1-{[2-(trimethylsilyl)ethoxy]methyl}-1H-pyrrolo[3,2-c]pyridine